2-chloro-N-((3aR,5s,6aS)-2-(5-(3-cyano-6-ethoxypyrazolo[1,5-a]pyridin-4-yl)pyridin-2-yl)-5-methyloctahydrocyclopenta[c]pyrrol-5-yl)-5-fluorobenzamide ClC1=C(C(=O)NC2(C[C@@H]3[C@@H](CN(C3)C3=NC=C(C=C3)C=3C=4N(C=C(C3)OCC)N=CC4C#N)C2)C)C=C(C=C1)F